1-(2-((4-fluorophenyl)amino)-5-methylpyridin-4-yl)-1H-pyrrole-3-carboxylic acid FC1=CC=C(C=C1)NC1=NC=C(C(=C1)N1C=C(C=C1)C(=O)O)C